2-(1-(fluoromethyl)-2-oxabicyclo[2.1.1]hexan-4-yl)-6-isopropoxy-N-(1-((1R,2S)-2-methylcyclopropyl)-2-oxo-1,2-dihydropyridin-3-yl)-2H-indazole-5-carboxamide FCC12OCC(C1)(C2)N2N=C1C=C(C(=CC1=C2)C(=O)NC=2C(N(C=CC2)[C@H]2[C@H](C2)C)=O)OC(C)C